(1E)-1-Pyridin-2-ylethanone quinolin-2-ylhydrazone N1=C(C=CC2=CC=CC=C12)N\N=C(/C)\C1=NC=CC=C1